2-[(4-{6-[(4-cyano-2-fluorobenzyl)oxy]pyridin-2-yl}piperazin-1-yl)methyl]-1-[(1-ethyl-1H-imidazol-5-yl)methyl]-1H-benzimidazole-6-carboxylic acid C(#N)C1=CC(=C(COC2=CC=CC(=N2)N2CCN(CC2)CC2=NC3=C(N2CC2=CN=CN2CC)C=C(C=C3)C(=O)O)C=C1)F